3-bromo-2,2-dimethyl-6-(trifluoromethoxy)-7-((triisopropylsilyl)oxy)chroman-4-one BrC1C(OC2=CC(=C(C=C2C1=O)OC(F)(F)F)O[Si](C(C)C)(C(C)C)C(C)C)(C)C